(3S)-tert-butyl-3-methyl-4-(6-nitropyridin-3-yl)piperazine-1-carboxylate C(C)(C)(C)OC(=O)N1C[C@@H](N(CC1)C=1C=NC(=CC1)[N+](=O)[O-])C